CN1C(=NC=C1)C 1,2-dimethylimidazole